FC=1C=C(C=CC1F)N1N=NC(=C1)C(CC)N1C=C(C2=C1N=CN=C2N)C=2C(=NC=NC2)OC 7-{1-[1-(3,4-Difluorophenyl)-1H-1,2,3-triazol-4-yl]propyl}-5-[4-methoxypyrimidin-5-yl]7H-pyrrolo[2,3-d]pyrimidin-4-amine